NC=1C=CC(=C(C1)NC(CCC1=CC=CC=C1)=O)F N-(5-amino-2-fluorophenyl)-3-phenylpropanamid